N-((2S,4R)-2-(2,5-Difluorophenyl)-1-((R)-10-((6-oxo-4-phenylpyrimidin-1(6H)-yl)methyl)-7-azaspiro[4.5]decane-7-carbonyl)piperidin-4-yl)picolinamide FC1=C(C=C(C=C1)F)[C@H]1N(CC[C@H](C1)NC(C1=NC=CC=C1)=O)C(=O)N1CC2(CCCC2)[C@@H](CC1)CN1C=NC(=CC1=O)C1=CC=CC=C1